FC(F)(F)[As](O)(=O)C(F)(F)F bis(trifluoromethyl)arsinic acid